N1CCC(CC1)C(=O)OC=1C(=C2C(N(C(C2=CC1)=O)C1C(NC(CC1)=O)=O)=O)C(C)(C)C tert-butyl-[2-(2,6-dioxopiperidin-3-yl)-1,3-dioxoisoindol-5-yl] piperidine-4-carboxylate